BrC1=C(C=O)C(=CC(=C1OC)Br)F 2,4-Dibromo-6-fluoro-3-methoxy-benzaldehyde